C1(=CC=CC=C1)S(=O)(=O)O.N[C@@H](CC(=O)OC)C(=O)OCN1N=CC(=C1)C=1SC=C(N1)C(NC=1C(=NN(C1)C1CCC(CC1)OCC)C1=NC(=CC=C1F)F)=O 1-((4-(4-((3-(3,6-difluoropyridin-2-yl)-1-((1r,4r)-4-ethoxycyclohexyl)-1H-pyrazol-4-yl) carbamoyl) thiazol-2-yl)-1H-pyrazol-1-yl) methyl) 4-methyl L-aspartate benzenesulfonate